N-(3-fluoro-4-hydroxyphenyl)-2-(4-(((3aR,5R,6aS)-2-((S)-2-hydroxypropanoyl)-octahydrocyclopenta[c]pyrrol-5-yl)amino)-1H-pyrrolo[2,3-b]pyridin-5-yl)thiazole-5-carboxamide FC=1C=C(C=CC1O)NC(=O)C1=CN=C(S1)C=1C(=C2C(=NC1)NC=C2)NC2C[C@@H]1[C@@H](CN(C1)C([C@H](C)O)=O)C2